3-(4-amino-1,2,5-oxadiazol-3-yl)-4-(4-fluoro-3-(trifluoromethyl)phenyl)-1,2,4-oxadiazol NC=1C(=NON1)C1=NOCN1C1=CC(=C(C=C1)F)C(F)(F)F